NCC1=C(C=C(C=N1)N1CC(C1)C#N)Cl [6-(aminomethyl)-5-chloropyridin-3-yl]azetidine-3-carbonitrile